4-bromo-N-((1S,2R)-2-(naphthalen-1-yl)-1-(5-oxo-4,5-dihydro-1,2,4-oxadiazol-3-yl)propyl)benzenesulfonamide BrC1=CC=C(C=C1)S(=O)(=O)N[C@@H]([C@H](C)C1=CC=CC2=CC=CC=C12)C1=NOC(N1)=O